tert-butyl 4-(8-((4-([1,2,4]triazolo[1,5-a]pyridin-7-yloxy)-3-methylphenyl)amino)-7-cyano-1,5-naphthyridin-2-yl)-3,6-dihydropyridine-1(2H)-carboxylate N=1C=NN2C1C=C(C=C2)OC2=C(C=C(C=C2)NC=2C(=CN=C1C=CC(=NC21)C=2CCN(CC2)C(=O)OC(C)(C)C)C#N)C